N-(2-(5-bromo-1-decanoyl-3-methylindolin-3-yl)ethyl)-N-methylacetamide BrC=1C=C2C(CN(C2=CC1)C(CCCCCCCCC)=O)(C)CCN(C(C)=O)C